N-[(2-methoxy-pyrimidin-5-yl)-methyl]-acetamide COC1=NC=C(C=N1)CNC(C)=O